2-(1,1-dimethylethyl)-4-methylphenol CC(C)(C)C1=C(C=CC(=C1)C)O